(3R,4R)-1-(tert-butoxycarbonyl)-3-fluoropiperidine-4-carboxylic acid C(C)(C)(C)OC(=O)N1C[C@@H]([C@H](CC1)C(=O)O)F